[C@H]12OC[C@H](N(C1)C1=NC=3N(C=C1)N=CC3C(=O)NC=3C(=NN(C3)C3CCNCC3)C(F)F)C2 5-((1r,4r)-2-oxa-5-azabicyclo[2.2.1]heptan-5-yl)-N-(3-(difluoromethyl)-1-(piperidin-4-yl)-1H-pyrazol-4-yl)pyrazolo[1,5-a]pyrimidine-3-carboxamide